C1(=CC=CC=C1)\C=C(/S(=O)(=O)C1=CC=CC=C1)\C=1C=NC=CC1 (Z)-3-(2-phenyl-1-(benzenesulfonyl)vinyl)pyridine